The molecule is a diiodotyrosine that is L-tyrosine carrying iodo-substituents at positions C-3 and C-5 of the benzyl group. It is an intermediate in the thyroid hormone synthesis. It has a role as a human metabolite and a mouse metabolite. It is a L-tyrosine derivative, a non-proteinogenic L-alpha-amino acid and a diiodotyrosine. It is a conjugate acid of a 3,5-diiodo-L-tyrosinate(1-). C1=C(C=C(C(=C1I)O)I)C[C@@H](C(=O)O)N